FC(C(=O)OCCCCCCNC(=O)C1C[C@H](C([C@@H](C1)OCCC(=O)OC1=C(C(=C(C(=C1F)F)F)F)F)OCCC(=O)OC1=C(C(=C(C(=C1F)F)F)F)F)OCCC(=O)OC1=C(C(=C(C(=C1F)F)F)F)F)(F)F tris(perfluorophenyl) 3,3',3''-(((1R,2S,3R,5S)-5-((6-(2,2,2-trifluoroacetoxy)hexyl) carbamoyl)cyclohexane-1,2,3-triyl)tris(oxy))tripropionate